BrC=1C(=NC(=CC1)SC)F 3-bromo-2-fluoro-6-(methylthio)pyridine